NCCNS(=O)(=O)C1(CC1)CN1C(C2=C(CC1)C(=NN2C)C(=O)NCC2=CC=C(C=C2)C#N)=O 6-((1-(N-(2-Aminoethyl)sulfamoyl)cyclopropyl)methyl)-N-(4-cyanobenzyl)-1-methyl-7-oxo-4,5,6,7-tetrahydro-1H-pyrazolo[3,4-c]pyridine-3-carboxamide